(1s,4s)-4-hydroxy-N-(2-methyl-3-(4,4,5,5-tetramethyl-1,3,2-dioxaborolan-2-yl)phenyl)-4-(trifluoromethyl)cyclohexanecarboxamide OC1(CCC(CC1)C(=O)NC1=C(C(=CC=C1)B1OC(C(O1)(C)C)(C)C)C)C(F)(F)F